FC1=C(C=C(CN2C(C(=CC(=C2)C(=O)N[C@H]2[C@@H](C2)C)C(=O)NC)=O)C=C1)C 1-(4-fluoro-3-methylbenzyl)-N3-methyl-N5-((1R,2R)-2-methylcyclopropyl)-2-oxo-1,2-dihydropyridine-3,5-dicarboxamide